ClC1=NC=C(C(=N1)O[C@H]1[C@H](CCC1)O)C(F)(F)F |r| racemic-(1S,2R)-2-((2-chloro-5-(trifluoromethyl)pyrimidin-4-yl)oxy)cyclopentanol